(S)-5-(5-Cyclopropyl-1,2,4-oxadiazol-3-yl)-N-(2-methylpyridin-4-yl)-2,3-dihydro-1H-inden-1-carboxamid C1(CC1)C1=NC(=NO1)C=1C=C2CC[C@@H](C2=CC1)C(=O)NC1=CC(=NC=C1)C